C(CCCCCOC1(CCC2=CC=CC=C12)N)OC1(CCC2=CC=CC=C12)N hexane-1,6-diylbis(oxy)bis(2,3-dihydro-1H-inden-1-amine)